(8-bromo-2-methyl-1,7-dioxo-6-tetrahydropyran-4-yl-pyrido[3,4-d]pyridazin-4-yl) 2,4,6-triisopropylbenzenesulfonate C(C)(C)C1=C(C(=CC(=C1)C(C)C)C(C)C)S(=O)(=O)OC1=NN(C(C=2C1=CN(C(C2Br)=O)C2CCOCC2)=O)C